C(#N)C=1C=CC2=C(N(C(=N2)NC(C[C@@](C)(C2=CC=CC=C2)O)=O)C2(CCC2)C)C1 (S)-N-(6-cyano-1-(1-methylcyclobutyl)-1H-benzo[d]imidazol-2-yl)-3-hydroxy-3-phenylbutanamide